1-(4-{6-chloro-2-[(5-chloro-1-cyclopropyl-1H-pyrazol-4-yl)amino]quinazolin-7-yl}-2-methylpiperazin-1-yl)-2-methylpropan-2-ol ClC=1C=C2C=NC(=NC2=CC1N1CC(N(CC1)CC(C)(O)C)C)NC=1C=NN(C1Cl)C1CC1